ClC1=CC=NC2=CC(=CC=C12)OCCN1CCN(CC1)CC(F)(F)F 4-chloro-7-{2-[4-(2,2,2-trifluoroethyl)piperazin-1-yl]ethoxy}quinoline